C(C)(C)(C)NC1=CC(=C2C(=N1)C=C(S2)C2=CC=NN2)N[C@@H](CO)CC(C)C (R)-2-(5-(tert-butylamino)-2-(1H-pyrazol-5-yl)thieno[3,2-b]pyridin-7-ylamino)-4-methyl-1-pentanol